4-chloro-2-[3-(3-chlorophenyl)ureido]-N-(3-hydroxy-propyl)benzamide ClC1=CC(=C(C(=O)NCCCO)C=C1)NC(=O)NC1=CC(=CC=C1)Cl